BrC1=C(C=O)C=C(C(=C1)OCCOC)F 2-Bromo-5-fluoro-4-(2-methoxyethoxy)benzaldehyd